methyl 3-amino-4-((3-chlorophenyl)amino)benzoate NC=1C=C(C(=O)OC)C=CC1NC1=CC(=CC=C1)Cl